methyl 2-((2S,5R)-5-(5-((2,4-dimethoxybenzyl)amino)-7,9-difluoro[1,2,4]triazolo[1,5-c]quinazolin-2-yl)-2-methylpiperidin-1-yl)-2-oxoacetate COC1=C(CNC2=NC=3C(=CC(=CC3C=3N2N=C(N3)[C@@H]3CC[C@@H](N(C3)C(C(=O)OC)=O)C)F)F)C=CC(=C1)OC